ClC(=CC#N)C1=C(C=CC(=C1)F)OC 3-chloro-3-(5-fluoro-2-methoxyphenyl)-acrylonitrile